2-chloro-4-(8-(4-(4-(2-(2,6-dioxopiperidin-3-yl)-1,3-dioxoisoindolin-5-yl)piperazine-1-carbonyl)benzoyl)-2,8-diazaspiro[4.5]decan-2-yl)benzonitrile ClC1=C(C#N)C=CC(=C1)N1CC2(CC1)CCN(CC2)C(C2=CC=C(C=C2)C(=O)N2CCN(CC2)C=2C=C1C(N(C(C1=CC2)=O)C2C(NC(CC2)=O)=O)=O)=O